C1(CCC1)N1N=C(C(=C1NC(=O)NC1CC(C1)(F)F)C)C1CC(C1)(F)F 1-(1-cyclobutyl-3-(3,3-difluorocyclobutyl)-4-methyl-1H-pyrazol-5-yl)-3-(3,3-difluorocyclobutyl)urea